4-((3-Fluoro-4-(isoindolin-2-ylmethyl)phenoxy)methyl)-N,N-dimethylbenzamide FC=1C=C(OCC2=CC=C(C(=O)N(C)C)C=C2)C=CC1CN1CC2=CC=CC=C2C1